2-({2-Chloro-4-[(furan-2-ylmethyl)amino]-7-methoxyquinazolin-6-yl}oxy)ethanol ClC1=NC2=CC(=C(C=C2C(=N1)NCC=1OC=CC1)OCCO)OC